BIPHENYLTETRACARBOXYLIC ACID C1(=C(C(=C(C(=C1)C(=O)O)C(=O)O)C(=O)O)C(=O)O)C1=CC=CC=C1